CC1OC(C2=CC=C(C=C12)CNC(OC(C)(C)C)=O)=O tert-butyl ((3-methyl-1-oxo-1,3-dihydroisobenzofuran-5-yl)methyl)carbamate